ClC1=CC=2N(C(N=C3C2C(=N1)OCCN3C)=O)C3=C(C=CC(=C3)[N+](=O)[O-])F 5-chloro-3-(2-fluoro-5-nitrophenyl)-10-methyl-9,10-dihydro-3H-7-oxa-1,3,6,10-tetraazacyclohepta[de]naphthalen-2(8H)-one